CN(CC(=O)NCC(F)(F)F)C1=CC=C2C(=CC(OC2=C1)=O)C1=C(C=CC=C1)C 2-(methyl(2-oxo-4-(o-tolyl)-2H-chromen-7-yl)amino)-N-(2,2,2-trifluoroethyl)acetamide